BrC=1C=C(C=CC1)C1=CC(=CC(=C1)C1=CC(=CC=C1)Br)C1=CC(=CC=C1)Br 3,3''-dibromo-5'-(3-bromophenyl)-1,1':3',1''-terphenyl